NC1=NN(C=C1)C=1C=C(C=CC1)CC(C(=O)OC)(C)C methyl 3-(3-(3-amino-1H-pyrazol-1-yl) phenyl)-2,2-dimethylpropionate